tert-Butyl 3-((tert-butyldimethylsilyl)oxy)-5-oxopiperidine-1-carboxylate [Si](C)(C)(C(C)(C)C)OC1CN(CC(C1)=O)C(=O)OC(C)(C)C